3-(hexahydro-1H-pyrido[1,2-a]pyrazin-2(6H)-yl)benzene-1,2-diamine C1C2N(CCN1C1=C(C(=CC=C1)N)N)CCCC2